4-[2-[4-[5-sec-butyl-1-[4-(trifluoromethoxy)phenyl]pyrazol-3-yl]piperazin-1-yl]ethyl]morpholine C(C)(CC)C1=CC(=NN1C1=CC=C(C=C1)OC(F)(F)F)N1CCN(CC1)CCN1CCOCC1